tert-Butyl [4-({5-[(biphenyl-4-ylcarbonyl)amino]pyridin-2-yl}oxy)phenyl]methylcarbamate C1(=CC=C(C=C1)C(=O)NC=1C=CC(=NC1)OC1=CC=C(C=C1)CNC(OC(C)(C)C)=O)C1=CC=CC=C1